5-(4-methoxyphenyl)-2-(pyridin-3-yl)-1,3-benzoxazole COC1=CC=C(C=C1)C=1C=CC2=C(N=C(O2)C=2C=NC=CC2)C1